tert-butyl (5-(1-(5-chloro-2-carbonylpyridin-1(2H)-yl)-2-morpholinoethyl)thiazol-2-yl)carbamate ClC=1C=CC(N(C1)C(CN1CCOCC1)C1=CN=C(S1)NC(OC(C)(C)C)=O)=C=O